COC(C1=CC(=C(C(=C1)F)NC)NC(=O)C=1N2C(CNC3=CC=CC(C1)=C23)C2CC2)=O 3-[(11-cyclopropyl-1,9-diazatricyclo[6.3.1.04,12]dodeca-2,4(12),5,7-tetraene-2-carbonyl)amino]-5-fluoro-4-(methylamino)benzoic acid methyl ester